NC=CS 2-Aminoethanenethiol